FC=1C=C(C=C(C1)C)C1CCC2(CN(C2)C(=O)C2CC(C2)(C)O)CC1 7-(3-Fluoro-5-methylphenyl)-2-azaspiro[3.5]nonan-2-yl((1s,3s)-3-hydroxy-3-methylcyclobutyl)methanone